N-(5-bromo-3-methoxypyrazin-2-yl)-7-methylquinolin-4-amine BrC=1N=C(C(=NC1)NC1=CC=NC2=CC(=CC=C12)C)OC